ClCC#CCNC(OC(C)(C)C)=O tert-butyl (4-chlorobut-2-yn-1-yl)carbamate